ClC=1C=C(C=CC1F)C(C=1NC=C(N1)S(=O)(=O)C1CCNCC1)C1=CC(=C(C=C1)F)Cl 4-[[2-[bis(3-chloro-4-fluorophenyl)methyl]-1H-imidazol-4-yl]sulfonyl]piperidine